FC(S(=O)(=O)OC=1N2C3=C(C=C(C=C3C1)CNC(=O)OC(C)(C)C)OCCC2)(F)F 9-(((tert-butoxycarbonyl) amino) methyl)-3,4-dihydro-2H-[1,4]oxazepino[2,3,4-hi]indol-6-yl trifluoromethanesulfonate